COCOC1=CC=C(C=C1)C1=NC(=NC(=N1)C(Cl)(Cl)Cl)C(Cl)(Cl)Cl 2-(p-methoxymethoxyphenyl)-4,6-bis(trichloromethyl)-s-triazine